3-Chloro-5-fluoro-6-(2,2,6-trifluorobenzo[d][1,3]dioxol-5-yl)picolinic acid ClC=1C(=NC(=C(C1)F)C1=CC2=C(OC(O2)(F)F)C=C1F)C(=O)O